ClC1=CC=C(C(=N1)C(=O)O)N[C@H](C)C1=C2N=C(C(=NC2=CC(=C1)C(F)(F)F)C#N)N1CCOCC1 (R)-6-chloro-3-((1-(2-cyano-3-morpholino-7-(trifluoromethyl)quinoxalin-5-yl)ethyl)amino)picolinic acid